N-(2-(7-fluoro-4-methoxy-1H-indol-3-yl)ethyl)propan-2-amine FC=1C=CC(=C2C(=CNC12)CCNC(C)C)OC